C1N(CCC2=CC=CC=C12)[C@@H]1[C@H](CN(CC1)C(=O)C=1N=C2N(C=C(C=N2)C(C#N)C)C1)O 2-{2-[(3S,4S)-4-(3,4-dihydroisoquinolin-2(1H)-yl)-3-hydroxypiperidine-1-carbonyl]imidazo[1,2-a]pyrimidin-6-yl}propanenitrile